The molecule is a peptide cation obtained from the protonation of the N-terminus amino group and L-arginyl side chains, and deprotonation of the C-terminus carboxy group of apelin-13. It is the major species at pH 7.3. It is a conjugate acid of an apelin-13. CC(C)C[C@@H](C(=O)N[C@@H](CO)C(=O)N[C@@H](CC1=CN=CN1)C(=O)N[C@@H](CCCC[NH3+])C(=O)NCC(=O)N2CCC[C@H]2C(=O)N[C@@H](CCSC)C(=O)N3CCC[C@H]3C(=O)N[C@@H](CC4=CC=CC=C4)C(=O)[O-])NC(=O)[C@H](CCC[NH+]=C(N)N)NC(=O)[C@@H]5CCCN5C(=O)[C@H](CCC[NH+]=C(N)N)NC(=O)[C@H](CCC(=O)N)[NH3+]